5-cyano-1,3-dimethyl-1H-pyrazol C(#N)C1=CC(=NN1C)C